C(CCCCCCCCCC=CCCCCCCCC)(=O)OCCCCCCCCCCCCCCCCCCCCCCCCCCCCCCCCCCCCCO 37-hydroxyheptatriacontyl eicos-11-enoate